C(CCCCCCCCCC=CC)(=O)[O-].[Zn+2].C(CCCCCCCCCC=CC)(=O)[O-] zinc 11-tridecenate